ClC1=C(/C=N/O)C(=C(C(=C1[2H])[2H])[2H])F (E)-2-Chloro-6-fluorobenzaldehyde-3,4,5-d3 oxime